FC1=C(C=CC(=C1)I)NC=1N(C(C(=C2NC(NC(C21)=O)=O)C)=O)C 5-((2-fluoro-4-iodophenyl)amino)-6,8-dimethylpyrido[4,3-d]pyrimidine-2,4,7(1H,3H,6H)-trione